ClC=1C(=CC(=NC1)OC)C(C(=O)N1CC2(CC2)[C@@H](C1)NC1=NC(=C(C=C1)C1=NN(C=N1)C)C)C 2-(5-chloro-2-methoxypyridin-4-yl)-1-[(7S)-7-{[6-methyl-5-(1-methyl-1H-1,2,4-triazol-3-yl)pyridin-2-yl]amino}-5-azaspiro[2.4]heptan-5-yl]propan-1-one